2-methyl-6-(6-oxo-1,6-dihydropyridin-3-yl)phthalazin-1(2H)-one CN1C(C2=CC=C(C=C2C=N1)C1=CNC(C=C1)=O)=O